FC=1N=CN(C1)CC=1C=C(C=CC1OC1=CC=CC=C1)N1C(N(C(NC1=O)=O)C1=CC(=CC=C1)C)=O 1-{3-[(4-Fluoro-1H-imidazol-1-yl)methyl]-4-phenoxyphenyl}-3-(3-methylphenyl)-1,3,5-triazine-2,4,6-trione